6-(4-hydroxy-3-methoxyfurfurylamino)-9-β-D-arabinofuranosylpurine OC=1C(=C(CNC2=C3N=CN(C3=NC=N2)[C@H]2[C@@H](O)[C@H](O)[C@H](O2)CO)OC1)OC